tert-butyl (2-(4-((4-iodo-3-(2-(4-methoxybenzyl)-2H-tetrazol-5-yl)-2-(N-(4-methoxybenzyl)sulfamoyl)phenyl)sulfonyl)piperidin-1-yl)ethyl)carbamate IC1=C(C(=C(C=C1)S(=O)(=O)C1CCN(CC1)CCNC(OC(C)(C)C)=O)S(NCC1=CC=C(C=C1)OC)(=O)=O)C=1N=NN(N1)CC1=CC=C(C=C1)OC